hydrofluoric acid-ammonium salt [NH4+].F